C(#N)\N=C(\NC1=CC(=CC=C1)N1C(N=C(C2=C1N=C(S2)C2CC2)N(C)C)=O)/OC2=CC=CC=C2 (Z)-N'-cyano-N-{3-[2-cyclopropyl-7-(dimethylamino)-5-oxo-[1,3]thiazolo[4,5-d]pyrimidin-4-yl]phenyl}-1-phenoxyformamidine